1-[2-[4-[5-Chloro-1-(4-fluorophenyl)-1H-indol-3-yl]piperidinyl]ethyl]-2-imidazolidinone ClC=1C=C2C(=CN(C2=CC1)C1=CC=C(C=C1)F)C1CCN(CC1)CCN1C(NCC1)=O